NC1=CC(=C(C=C1)C1=NN(C2=NC=NC(=C21)N)C)F 3-(4-amino-2-fluoro-phenyl)-1-methyl-1H-pyrazolo[3,4-d]pyrimidin-4-ylamine